N1(CCC1)CC1(CC1)NC(=O)C1(CC1)CC1=CC(=CC=C1)F N-(1-(azetidin-1-ylmethyl)cyclopropyl)-1-(3-fluorobenzyl)cyclopropane-1-carboxamide